5-(benzylthio)-2,2-dideutero-1,3-benzodioxole C(C1=CC=CC=C1)SC1=CC2=C(OC(O2)([2H])[2H])C=C1